FC1([C@@H](CN(C1)CC=1C=C2C=CC(=NC2=CC1)[C@H]1COCC1)OC=1C=C2CN(C(C2=CC1)=O)[C@@H]1C(NC(CC1)=O)=O)F (S)-3-(5-(((R)-4,4-Difluoro-1-((2-((S)-tetrahydrofuran-3-yl)quinolin-6-yl)methyl)pyrrolidin-3-yl)oxy)-1-oxoisoindolin-2-yl)piperidine-2,6-dione